3-(3-(3-fluoro-4-methyl-5-(6-(4-methylpiperazin-1-yl)pyrazolo[1,5-a]pyridine-3-carboxamido)phenyl)-1,2,4-oxadiazol-5-yl)azetidine-1-carboxylic acid methyl ester COC(=O)N1CC(C1)C1=NC(=NO1)C1=CC(=C(C(=C1)NC(=O)C=1C=NN2C1C=CC(=C2)N2CCN(CC2)C)C)F